tetramethyl-uranium Hexafluorophosphate F[P-](F)(F)(F)(F)F.C[U+2](C)(C)C.F[P-](F)(F)(F)(F)F